CNCC1=C(C(=CC(=C1)O)O[C@H]2[C@@H]([C@H]([C@@H]([C@H](O2)CO)O)O)O)O The molecule is a monosaccharide derivative that is 1,4-dihydroxybenzene substituted by a (methylamino)methyl group at position 6 and a beta-D-glucopyranosyloxy residue at position 2. Isolated from Anagallis monelli, it exhibits antimutagenic and antioxidant activities. It has a role as a metabolite, an antimutagen and an antioxidant. It is a member of hydroquinones, a beta-D-glucoside, a monosaccharide derivative and a secondary amino compound.